3-((2-(1-(N-(2-(dinonylamino) ethyl)-N-nonylglycinyl) piperidin-4-yl) ethyl) (nonyl) amino)-2-methylpropyl hexanoate C(CCCCC)(=O)OCC(CN(CCCCCCCCC)CCC1CCN(CC1)C(CN(CCCCCCCCC)CCN(CCCCCCCCC)CCCCCCCCC)=O)C